C(C1=CC=CC=C1)OC=1C=C(C=CC1)C1N(C(C12CCCC2)=O)CC2CCN(CC2)C2=CC(=C(C(=O)O)C=C2)OC=2C=C1C=CNC1=CC2 4-[4-({1-[3-(benzyloxy)phenyl]-3-oxo-2-azaspiro[3.4]oct-2-yl}methyl)piperidin-1-yl]-2-(1H-indol-5-yloxy)benzoic acid